CC(=O)NC1=CC=C(C=C1)S(=O)(=O)C2=CC=C(C=C2)N The molecule is a secondary carboxamide resulting from acetylation of one of the amino groups of dapsone. It is a sulfone, an anilide, a secondary carboxamide and a member of acetamides. It derives from a dapsone.